ClC1=C(N=C(C=2N1C=C(N2)C)C2=C(C=CC=C2)C)N 5-chloro-2-methyl-8-(2-methylphenyl)imidazo[1,2-a]pyrazin-6-amine